[Si](C1=CC=CC=C1)(C1=CC=CC=C1)(C(C)(C)C)OC1CCC(N(C1)C(C)C)=O 5-((tert-butyldiphenylsilyl)oxy)-1-isopropylpiperidin-2-one